C(C=C)(=O)N1C[C@@H](N(CC1)C=1C2=C(N(C(N1)=O)C1=C(C=CC=C1S(=O)(=O)C)C)N=C(C(=C2)F)C2=C(C=CC=C2F)C(F)F)C 4-((S)-4-Acryloyl-2-methylpiperazin-1-yl)-7-(2-(difluoromethyl)-6-fluorophenyl)-6-fluoro-1-(2-Methyl-6-(methylsulfonyl)phenyl)pyrido[2,3-d]pyrimidin-2(1H)-one